[Cr].[Ni].[Ag] silver-nickel chromium